ClC=1C=C2[C@](C(N(C2=CC1)S(=O)(=O)C1=C(C=C(C=C1)OC)OC)=O)(C1=C(C=CC=C1)OC([2H])([2H])[2H])N1[C@@H](C[C@H](C1)O)C(=O)N(C)C (2S,4R)-1-[(3R)-5-chloro-1-[(2,4-dimethoxyphenyl)sulfonyl]-2,3-dihydro-3-(2-methoxy-d3-phenyl)-2-oxo-1H-indol-3-yl]-4-hydroxy-N,N-dimethyl-2-pyrrolidinecarboxamide